NC1=NC(=NC(=C1C(=O)OCC)C)C1=C(C=C(C=C1C)C(C)(C)C)O ethyl 4-amino-2-(4-(tert-butyl)-2-hydroxy-6-methylphenyl)-6-methylpyrimidine-5-carboxylate